N-(2-methoxy-5-methylphenyl)-3-oxo-butanamide COC1=C(C=C(C=C1)C)NC(CC(C)=O)=O